N1C(NC(N=C1)=O)=O 1,3,5-triazine-2,4-dione